[B].[Ca] Calcium-boron